NC1=CC=C(C=C1)CC(C)C 1-amino-4-(2-methylpropyl)benzene